(S)-4-((3R,4R)-4-((tert-Butyldiphenylsilyl)oxy)-3-cyanotetrahydrofuran-3-yl)-3-methylpiperazine-1-carboxylic acid tert-butyl ester C(C)(C)(C)OC(=O)N1C[C@@H](N(CC1)[C@@]1(COC[C@@H]1O[Si](C1=CC=CC=C1)(C1=CC=CC=C1)C(C)(C)C)C#N)C